N1,N4-bis(4-(pyridin-4-yl)phenyl)terephthalamide N1=CC=C(C=C1)C1=CC=C(C=C1)NC(C1=CC=C(C(=O)NC2=CC=C(C=C2)C2=CC=NC=C2)C=C1)=O